1,3,4-trimethyl-2-propylcyclopentadienyl-lithium CC1(C(=C(C(=C1)C)C)CCC)[Li]